3,5-dibutylthiazine C(CCC)C=1NSC=C(C1)CCCC